C1N(CC[C@]12CNCCC2)CCOC2=NC(=C1C=NC(=C(C1=N2)F)C2=CC(=CC1=CC=C(C(=C21)C#C)F)OCOC)N2CC1CCC(C2)N1C(=O)OC(C)(C)C tert-butyl 3-[7'-(2-{(R)-2,7-diaza-2-spiro[4.5]decyl}ethoxy)-8-ethynyl-1',7-difluoro-3-methoxymethoxy-3',6',8'-triaza-1,2'-binaphthyl-5'-yl]-3,8-diazabicyclo[3.2.1]octane-8-carboxylate